C(C)(=O)N1CC[C@@H]2N(C([C@H](C1)NC(=O)C1=CC3=C(S1)C=CC(=C3)C(F)(F)P(O)(O)=O)=O)[C@@H](CC2)C(=O)N2CC3=CC=CC=C3CC2 ((2-(((5S,8S,10aR)-3-acetyl-6-oxo-8-(1,2,3,4-tetrahydroisoquinoline-2-carbonyl)decahydropyrrolo[1,2-a][1,5]diazocin-5-yl)carbamoyl)benzo[b]thiophen-5-yl)difluoromethyl)phosphonic acid